N-(2-fluoro-5-((2-(((3S,5S)-5-fluoropiperidin-3-yl)amino)-[4,5'-bipyrimidin]-4'-yl)oxy)-6-methylnaphthalen-1-yl)cyclopropanecarboxamide FC1=C(C2=CC=C(C(=C2C=C1)OC1=NC=NC=C1C1=NC(=NC=C1)N[C@@H]1CNC[C@H](C1)F)C)NC(=O)C1CC1